C(C)OC(C(F)(F)C1=C(C(=CC=C1)[C@@H](C)NC(=O)OC(C)(C)C)F)=O.CC1=CC=C(CNC(C2=CC(=CC=C2)C=2C=CC3=C(NC(=N3)NC(CC)=O)C2)=O)C=C1 N-(4-methylbenzyl)-3-(2-propionamido-1H-benzo[d]imidazol-6-yl)benzamide ethyl-(3-{(1R)-1-[(tert-butoxycarbonyl)amino]ethyl}-2-fluorophenyl)(difluoro)acetate